tert-butyl (((3S,5R)-3-(aminomethyl)adamantan-1-yl)methyl)carbamate NCC12CC3(CC(C[C@H](C1)C3)C2)CNC(OC(C)(C)C)=O